COC1=C(C=CC=C1)C1=CC(=NO1)NC=1N=CC(=NC1)C#N 5-(5-(2-methoxyphenyl)isoxazol-3-ylamino)pyrazine-2-carbonitrile